(3R)-2'-{6-amino-5-[(1R)-1-(1-methyl-1H-1,2,3-triazol-5-yl)ethoxy]pyridin-3-yl}-N-(propan-2-yl)-5',6'-dihydrospiro[pyrrolidine-3,4'-pyrrolo[1,2-b]pyrazole]-1-carboxamide NC1=C(C=C(C=N1)C=1C=C2N(N1)CC[C@]21CN(CC1)C(=O)NC(C)C)O[C@H](C)C1=CN=NN1C